C1(CC1)C1=NOC(=C1)NC(=O)[C@@H]1N(CCCC1)CC1=NC=CC=C1C (R)-N-(3-cyclopropylisoxazol-5-yl)-1-((3-methylpyridin-2-yl)methyl)piperidine-2-carboxamide